(S)-8-chloro-4-((3-chloro-4-fluorophenyl)amino)-6-(((6-methylpyridin-3-yl)(1H-1,2,3-triazol-4-yl)methyl)amino)quinoline-3-carbonitrile ClC=1C=C(C=C2C(=C(C=NC12)C#N)NC1=CC(=C(C=C1)F)Cl)N[C@H](C=1N=NNC1)C=1C=NC(=CC1)C